FC(C1=CC(=NC(=C1)C(F)(F)F)NC(=O)N[C@@H](C)C=1N(N=CN1)C1=NC=CC=N1)(F)F 1-[4,6-bis(trifluoromethyl)-2-pyridyl]-3-[(1S)-1-(2-pyrimidin-2-yl-1,2,4-triazol-3-yl)ethyl]urea